hexafluorobutyl chloroacrylate ClC(C(=O)OC(C(CC(F)(F)F)F)(F)F)=C